FC(OC=1C=CC(=NC1)OC=1C=C(C=CC1)C1=NOC(=N1)C[C@@H](CO)NC(OC(C)(C)C)=O)F tert-butyl (S)-(1-(3-(3-((5-(difluoromethoxy)pyridin-2-yl)oxy)phenyl)-1,2,4-oxadiazol-5-yl)-3-hydroxypropan-2-yl)carbamate